5-bromo-2-methylaniline BrC=1C=CC(=C(N)C1)C